8-Bromo-2,3,4,5-tetrahydro-1H-pyrido[4,3-b]indole BrC1=CC=2C3=C(NC2C=C1)CCNC3